4'-{[4-(1H-pyrrolo[2,3-b]pyridin-4-yl)-1H-pyrazol-1-yl]methyl}biphenyl-2-carbonitrile N1C=CC=2C1=NC=CC2C=2C=NN(C2)CC2=CC=C(C=C2)C=2C(=CC=CC2)C#N